C(C)(C)(C)OC(=O)N1CCN(CC1)CC1=C(C=C(C=C1)C(F)(F)F)N1CCOCC1 4-(2-morpholino-4-(trifluoromethyl)benzyl)piperazine-1-carboxylic acid tert-butyl ester